O1C[C@@H](CC1)NC(=O)C=1C=2C[C@@H]3[C@H](C2N(N1)C1=C(C=C(C=C1)F)F)C3 (1aR,5aR)-2-(2,4-Difluoro-phenyl)-1a,2,5,5a-tetrahydro-1H-2,3-diaza-cyclopropa[a]pentalene-4-carboxylic acid (3R)-(tetrahydro-furan-3-yl)-amide